OCN1CCC(C=C1)=O 1-(hydroxymethyl)-4-oxo-3,4-Dihydropyridine